FC1(CC(C1)C(=O)NNC1=CC=CC=C1)F 3,3-difluoro-N'-phenylcyclobutane-1-carbohydrazide